CC(=CCCP(OCCC#N)(OCC1=CC=C(C=C1)NC([C@H](C)NC(C(F)(F)F)=O)=O)=O)C 2-Cyanoethyl (4-((S)-2-(2,2,2-trifluoroacetamido)propanamido)benzyl) (4-methylpent-3-en-1-yl)phosphonate